Methyl ((1S,3S)-3-((6-(4-(4-(2-amino-2-methylpropanoyl)piperazine-1-carboxamido)-2-oxopyrimidin-1(2H)-yl)-1,2,3,4-tetrahydronaphthalen-2-yl)amino)cyclopentyl)carbamate NC(C(=O)N1CCN(CC1)C(=O)NC1=NC(N(C=C1)C=1C=C2CCC(CC2=CC1)N[C@@H]1C[C@H](CC1)NC(OC)=O)=O)(C)C